2-(2,6-diazaspiro[3.4]octan-2-yl)-5-(trifluoromethyl)-1,3,4-thiadiazole C1N(CC12CNCC2)C=2SC(=NN2)C(F)(F)F